C(C)(C)(C)N(C(O)=O)CC=1C(=C2COC(C2=CC1)=O)C.CN(C(C(=C)C)=O)C1=CC2=CC=CC=C2C=C1 N-methyl-N-(naphthalen-2-yl)methacrylamide tert-butyl-((4-methyl-1-oxo-1,3-dihydroisobenzofuran-5-yl)methyl)carbamate